C1(CC1)CC1=CN(C2=NN(C(C(=C21)C2=CC=C(C=C2)OC(F)F)=O)C2=CC1=CN(N=C1C=C2)C)COCC[Si](C)(C)C 5-(cyclopropylmethyl)-4-(4-(difluoromethoxy)phenyl)-2-(2-methyl-2H-indazol-5-yl)-7-((2-(trimethylsilyl)ethoxy)methyl)-2,7-dihydro-3H-pyrrolo[2,3-c]pyridazin-3-one